tert-butyl rac-6-((4-(1-aminoethyl)-6-(4-fluorophenyl)pyridin-2-yl) oxy)-3-azabicyclo[3.1.0]hexane-3-carboxylate NC(C)C1=CC(=NC(=C1)C1=CC=C(C=C1)F)OC1C2CN(CC12)C(=O)OC(C)(C)C